5-carboxy-6-methylbicyclo[2.2.1]-2-heptene C(=O)(O)C1C2C=CC(C1C)C2